ClC1=CC=C(C(=N1)C(=O)O)N[C@H](C)C=1C=C(C=C2C(N(C(=NC12)C1CCC1)C)=O)C (R)-6-chloro-3-((1-(2-cyclobutyl-3,6-dimethyl-4-oxo-3,4-dihydroquinazolin-8-yl)ethyl)amino)picolinic acid